dihydroxyethyl-thio(mercaptoethane) OC(CSC(C)S)O